4-[3-(2-Chloro-5-methoxy-4-pyridin-4-ylbenzoyl)-2,4-dihydro-1,3-benzoxazin-8-yl]-5-fluoro-2-morpholin-4-ylbenzoic acid ClC1=C(C(=O)N2COC3=C(C2)C=CC=C3C3=CC(=C(C(=O)O)C=C3F)N3CCOCC3)C=C(C(=C1)C1=CC=NC=C1)OC